N(C1=CC=CC=C1)CC(=O)NC1=C(C(=O)O)C=CC=C1 2-(2-(anilino)acetamido)benzoic acid